1-phenethyl-2-methyl-3-[2-(4-chlorophenyl)-2-oxoethyl]Imidazole C(CC1=CC=CC=C1)N1C(N(C=C1)CC(=O)C1=CC=C(C=C1)Cl)C